racemic-((2R,3S)-4-bromo-5-chloro-6-fluoro-3-methyl-2-(pyridin-2-yl)-2,3-dihydrobenzofuran-2-yl)methylamine BrC1=C(C(=CC2=C1[C@@H]([C@](O2)(C2=NC=CC=C2)CN)C)F)Cl |r|